FC1(C[C@@H](CN(C1)C=1C(=NC(=CC1)C=1N=NN(C1CN1C(N(C=C1)CC(C)C)=O)C)C)CC(=O)O)F (S)-2-(5,5-difluoro-1-(6-(5-((3-isobutyl-2-oxo-2,3-dihydro-1H-imidazol-1-yl)methyl)-1-methyl-1H-1,2,3-triazol-4-yl)-2-methylpyridin-3-yl)piperidin-3-yl)acetic acid